FC1=C(C(=CC2=C1N=CS2)F)NC2=C1C(=NC=C2)SC(=C1)[C@H]1[C@H](N(CC1)CCO)C 2-((2R,3R)-3-(4-((4,6-difluorobenzo[d]thiazol-5-yl)amino)thieno[2,3-b]pyridin-2-yl)-2-methylpyrrolidin-1-yl)ethan-1-ol